2-chloro-4-phenyl-6-(3-(pyridine-2-yl)phenyl)-1,3,5-triazine ClC1=NC(=NC(=N1)C1=CC=CC=C1)C1=CC(=CC=C1)C1=NC=CC=C1